N(C1=CC=CC=C1)C1=C(NC2=C1C(NC[C@H]2CC)=O)C2=CC(=NC=C2)NC(CC2=CC=C(C=C2)F)=O N-{4-[(7R)-3-anilino-7-ethyl-4-oxo-4,5,6,7-tetrahydro-1H-pyrrolo[3,2-c]pyridin-2-yl]pyridin-2-yl}-2-(4-fluorophenyl)acetamide